CC1=C2C=CC=CC2=C(C=C1)C 5,8-dimethylnaphthalene